5-Bromo-2,3-dihydro-1H-indene-1-carboxylic acid BrC=1C=C2CCC(C2=CC1)C(=O)O